N1C=CC2=C3C(=CC=C12)C1=CC=CC=C1C=C3 naphtho[2,1-e]indole